FC1=CC(=CC2=C1C(CO2)NC2=NC(=NC(=N2)N)C2=CC=C1C=NNC1=C2)F N2-(4,6-difluoro-2,3-dihydrobenzofuran-3-yl)-6-(1H-indazol-6-yl)-1,3,5-triazine-2,4-diamine